tert-butyl 2-[(3-chloro-5-nitro-phenoxy)methyl]prop-2-enoate ClC=1C=C(OCC(C(=O)OC(C)(C)C)=C)C=C(C1)[N+](=O)[O-]